N[C@H]1[C@@](CN(C1)C(=O)OCC)(C)CO ethyl cis-4-amino-3-(hydroxymethyl)-3-methylpyrrolidine-1-carboxylate